N-(2,2-difluoro-1,3-benzodioxol-4-yl)-6-(methylsulfonyl)-1H-indole-3-sulfonamide FC1(OC2=C(O1)C=CC=C2NS(=O)(=O)C2=CNC1=CC(=CC=C21)S(=O)(=O)C)F